(4R)-4-(2-bromopyridin-4-yl)-6,6-dimethyltetrahydro-2H-pyran-2-ol BrC1=NC=CC(=C1)[C@H]1CC(OC(C1)(C)C)O